2-(4-cyclopropyl-6-methoxy-pyrimidin-5-yl)-6-fluoro-7-[[4-[1-methyl-4-(trifluoromethyl)imidazol-2-yl]phenyl]methyl]-5H-pyrrolo[3,2-d]pyrimidine C1(CC1)C1=NC=NC(=C1C=1N=CC2=C(N1)C(=C(N2)F)CC2=CC=C(C=C2)C=2N(C=C(N2)C(F)(F)F)C)OC